N,N-dimethyl-3-(1,3,5-trimethyl-1H-pyrazol-4-yl)phenethylamine CN(C)CCC1=CC(=CC=C1)C=1C(=NN(C1C)C)C